C1(CC1)N1C(C2=C(C=C(C=C2CC1)C1=CN=C2N1C=CC(=C2)C=2C=NN(C2)C)OC)=O 2-cyclopropyl-8-methoxy-6-[7-(1-methylpyrazol-4-yl)imidazo[1,2-a]pyridin-3-yl]-3,4-dihydroisoquinolin-1-one